Cl.OC1=NC(=NC(=C1N)N)N 4-Hydroxy-2,5,6-triamino-pyrimidine monohydrochloride